C[C@@H]1[C@@H](CNCC1)C1=CB(OC=2C1=C1C(=NC2)NC=C1)O 9-(cis-4-methylpiperidin-3-yl)-[1,2]oxaborinino[5,6-d]pyrrolo[2,3-b]pyridin-7(3H)-ol